NC1=CC(=C(C=N1)N1C=C(C(C2=CC(=C(N=C12)N1CC2=CC=CC=C2CC1)Cl)=O)C(=O)O)C 1-(6-amino-4-meth-ylpyridin-3-yl)-6-chloro-7-(3,4-di-hydroisoquinolin-2(1H)-yl)-4-oxo-1,4-dihydro-1,8-naphthyridine-3-carboxylic acid